C(C)(C)(C)C1=CC=C(C=C1)NC(C(=O)C1=CN(C2=CC=C(C=C12)C1=NOC(=N1)CCl)CC)=O N-(4-(tert-butyl)phenyl)-2-(5-(5-(chloromethyl)-1,2,4-oxadiazol-3-yl)-1-ethyl-1H-indol-3-yl)-2-oxoacetamide